C(#N)C(CNC=1C(=CC=C2C=CC(=CC12)C1=CC(=CC(=N1)C(=O)NC)NC(=O)C1CCN(CC1)C)OC)=C 6-{8-[(2-cyano-2-methylideneethyl)amino]-7-methoxynaphthalen-2-yl}-N-methyl-4-(1-methylpiperidine-4-amido)pyridine-2-carboxamide